NC1=NN(C=C1)C1=C(C=C(C(=O)NC)C=C1)C 4-(3-aminopyrazol-1-yl)-N,3-dimethyl-benzamide